BrC=1C(=C(C=CC1)NC1=NC=NC2=CC(=CC=C12)C(=O)NCCCCCCNC=1C2=CC=CC=C2N=C2CCCCC12)F 4-((3-bromo-2-fluorophenyl)amino)-N-(6-((1,2,3,4-tetrahydroacridin-9-yl)amino)hexyl)quinazoline-7-carboxamide